4-(4-cyano-2-methoxyphenyl)-2-methyl-1,4-dihydrobenzo[4,5]thieno[2,3-b]pyridine-3-carbonitril C(#N)C1=CC(=C(C=C1)C1C2=C(NC(=C1C#N)C)SC1=C2C=CC=C1)OC